FC=1C=CC=C2C(=NC=NC12)N([C@H](C)C=1C(=NC=CC1)NC)C 8-fluoro-N-methyl-N-((R)-1-(2-(methylamino)pyridin-3-yl)ethyl)quinazolin-4-amine